OCC1OC2(C(C(C1O)N1N=NC(=C1)C1=CC(=C(C(=C1)F)F)F)O)CNCCC2 2-(hydroxymethyl)-4-(4-(3,4,5-trifluorophenyl)-1H-1,2,3-triazol-1-yl)-1-oxa-8-azaspiro[5.5]undecane-3,5-diol